(R)-3-((S)-1-(tert-butoxy)-3-(2,4-difluoro-3-vinylphenyl)-1-oxopropan-2-yl)pyrrolidine-1-carboxylic acid tert-butyl ester C(C)(C)(C)OC(=O)N1C[C@H](CC1)[C@@H](C(=O)OC(C)(C)C)CC1=C(C(=C(C=C1)F)C=C)F